N-[(2-Amino-3-pyridyl)sulfonyl]-6-(3-isobutoxypyrazol-1-yl)-2-[(4S)-2,2,4-trimethylpyrrolidin-1-yl]pyridin-3-carboxamid NC1=NC=CC=C1S(=O)(=O)NC(=O)C=1C(=NC(=CC1)N1N=C(C=C1)OCC(C)C)N1C(C[C@@H](C1)C)(C)C